2-((1s,2s)-1-(2-chlorophenyl)-1-(3,5-dimethyl-1H-pyrazol-1-yl)propan-2-yl)-5-hydroxy-N-(isoxazol-4-yl)-1-methyl-6-oxo-1,6-dihydropyrimidine-4-carboxamide ClC1=C(C=CC=C1)[C@H]([C@H](C)C=1N(C(C(=C(N1)C(=O)NC=1C=NOC1)O)=O)C)N1N=C(C=C1C)C